N-(chlorocarbonyl)-N-methyl-L-valine benzyl ester C(C1=CC=CC=C1)OC([C@@H](N(C)C(=O)Cl)C(C)C)=O